FC(C1=CC=C(C=N1)NC(NCCCCCCCCCCCCCC(=O)O)=O)(F)F 14-(3-(6-(trifluoromethyl)pyridin-3-yl)ureido)tetradecanoic acid